C(CCCCCCC)(C(C(=O)N)(C(=O)N(CCCCCCC)C)C)C(C(=O)N)(C(=O)N(C)CCCCCCC)C octylidenebis(N'-heptyl-N'-methyl-methylmalonamide)